morpholino-2-(5-(trifluoromethoxy)-1H-indol-3-yl)ethane-1,2-dione O1CCN(CC1)C(C(=O)C1=CNC2=CC=C(C=C12)OC(F)(F)F)=O